(bicyclo[2.2.2]octan-1-yl)[(2S,5S)-2,3-dihydro-2,5-methano-1,4-benzoxazepin-4(5H)-yl]methanone C12(CCC(CC1)CC2)C(=O)N2C[C@H]1OC3=C([C@@H]2C1)C=CC=C3